3-METHYLAMINO-4-NITROPHENOXYETHANOL CNC1=C(C=CC(=C1)OCCO)[N+](=O)[O-]